FC=1C=C(C=CC1F)NC(N(C)[C@@H]1CCCC=2NC(C3=CC(=CC=C3C12)F)=O)=O (R)-3-(3,4-difluorophenyl)-1-(8-fluoro-6-oxo-1,2,3,4,5,6-hexahydrophenanthridin-1-yl)-1-methylurea